5-Ethyl-1-oxo-5,6,7,8-tetrahydro-1lambda5-Quinoline C(C)C1C=2C=CC=N(C2CCC1)=O